Methyl 2-(4-(6-((4-cyano-2-fluorobenzyl) oxy) pyridin-2-yl)-2-methoxybenzyl)-1-(2-methoxyethyl)-1H-benzo[d]imidazole-6-carboxylate C(#N)C1=CC(=C(COC2=CC=CC(=N2)C2=CC(=C(CC3=NC4=C(N3CCOC)C=C(C=C4)C(=O)OC)C=C2)OC)C=C1)F